C(C1=CC=CC=C1)N1CC2(CCC(C1)N2S(=O)(=O)C2=CC(=C(C(=C2)F)OC2=CC=C(C=C2)Cl)F)C(=O)O 3-benzyl-8-((4-(4-chlorophenoxy)-3,5-difluorophenyl)sulfonyl)-3,8-diazabicyclo[3.2.1]octane-1-carboxylic acid